COC1=CC=C(COCC2=CC=C(C=C2)OC)C=C1 p-Methoxybenzylether